C(C1=CC=CC=C1)OC1=C(C=C(C(=O)OCCNC(=O)OC(C)(C)C)C=C1OC)OC 2-((tert-butoxycarbonyl)amino)ethyl 4-(benzyloxy)-3,5-dimethoxybenzoate